BrCC1=NC=2C3=C(SC4=C(C2O1)C=CC=C4)C=CC(=C3)Cl 2-bromomethyl-5-chloro-1-oxa-8-thia-3-aza-dibenzo[e,h]azulene